(+/-)-2-[4-(1,3-dioxo-2-isoindolinyl)phenyl]butyric acid O=C1N(C(C2=CC=CC=C12)=O)C1=CC=C(C=C1)[C@H](C(=O)O)CC |r|